2-(2-((tert-butoxycarbonyl)amino)ethoxy)ethyl 4-(4-(2-amino-4-(difluoromethyl)pyrimidin-5-yl)-6-morpholino-1,3,5-triazin-2-yl)piperazine-1-carboxylate NC1=NC=C(C(=N1)C(F)F)C1=NC(=NC(=N1)N1CCOCC1)N1CCN(CC1)C(=O)OCCOCCNC(=O)OC(C)(C)C